ONC(C(CCCC(CCCC)C(=O)C1=CC=C(C=C1)C1=CC=CC=C1)N)=O N-hydroxy-6-(4-biphenylcarbonyl)-aminodecanoamide